C(C1=CC=CC=C1)OC(=O)N1C(CNCC1)C1CN(C1)C(=O)OC(C)(C)C (1-tert-Butoxycarbonyl-azetidin-3-yl)piperazine-1-carboxylic acid benzyl ester